FC=1C=C2CN(CC2=CC1)C1=NC=2N(C(=C1)C=1C=NNC1)N=C(C2C(C)C)C(=O)NC2=CC(=CC=C2)OC2CCOCC2 5-(5-fluoroisoindolin-2-yl)-3-isopropyl-7-(1H-pyrazol-4-yl)-N-(3-((tetrahydro-2H-pyran-4-yl)oxy)phenyl)pyrazolo[1,5-a]pyrimidine-2-carboxamide